3-[6-(4,4,5,5-tetramethyl-1,3,2-dioxaborolan-2-yl)imidazo[1,5-a]pyridin-1-yl]-4-[[2-(trimethylsilyl)ethoxy]methyl]-1,2,4-triazole CC1(OB(OC1(C)C)C=1C=CC=2N(C1)C=NC2C2=NN=CN2COCC[Si](C)(C)C)C